Isopropyl ((S)-(((2R,3R,4S,5R)-5-(2-amino-6-(methylamino)-9H-purin-9-yl)-4-chloro-4-fluoro-3-hydroxytetrahydrofuran-2-yl)methoxy)(phenoxy)phosphoryl)-L-alaninate NC1=NC(=C2N=CN(C2=N1)[C@H]1[C@@]([C@@H]([C@H](O1)CO[P@](=O)(OC1=CC=CC=C1)N[C@@H](C)C(=O)OC(C)C)O)(F)Cl)NC